((1r,2s)-2-hydroxy-1-(4-methoxyphenyl)-2-phenylethyl)-4-methylbenzenesulfonamide O[C@@H]([C@H](C1=CC=C(C=C1)OC)C1=C(C=CC(=C1)C)S(=O)(=O)N)C1=CC=CC=C1